COCC12CC(CC(N1C(=O)C1=NC=CC=C1)C2)C (Trans-1-(methoxymethyl)-3-methyl-6-azabicyclo[3.1.1]hept-6-yl)(pyridin-2-yl)methanone